NC1=NC=CC(=N1)C1=C(N=CN1C1CCN(CC1)C[C@@](CN1N=CN=C1)(O)C1=C(C=C(C=C1)F)F)C1=CC=C(C=C1)F (S)-1-(4-(5-(2-aminopyrimidin-4-yl)-4-(4-fluorophenyl)-1H-imidazol-1-yl)piperidin-1-yl)-2-(2,4-difluorophenyl)-3-(1H-1,2,4-triazol-1-yl)propan-2-ol